BrC=1SC2=C(N1)C=C(C1=C2C[C@H](O1)CO)F (S)-(2-bromo-5-fluoro-7,8-dihydrobenzofuro[5,4-d]thiazol-7-yl)methanol